NC1=C(C(=O)NC(C)C)C=C(C=C1C)C#N 2-amino-5-cyano-N-isopropyl-3-methylbenzamide